C(\C=C\C(=O)[O-])(=O)[O-].[K+].[K+] Kalium fumarat